ClC1=CC(=C2C(=N1)N(N=N2)[C@H]2[C@@H]([C@@H]([C@H](O2)CS(=O)(=O)CP(O)(O)=O)O)O)NCC2CC2 (((((2S,3S,4R,5R)-5-(5-chloro-7-((cyclopropylmethyl)amino)-3H-[1,2,3]triazolo[4,5-b]pyridin-3-yl)-3,4-dihydroxytetrahydrofuran-2-yl)methyl)sulfonyl)methyl)phosphonic acid